CON=C1NC2=CC=C(C=C2C(N1CC=1C=NN(C1)C)=O)S(=O)(=O)NC1(COC1)C 2-methoxyimino-N-(3-methyloxetan-3-yl)-3-[(1-methylpyrazol-4-yl)methyl]-4-oxo-1H-quinazoline-6-sulfonamide